4-hydroxyphenyl-dimethyl-Sulfonium Tert-butyl-4-(5-methyl-1-(tetrahydro-2H-pyran-2-yl)-1H-pyrazol-3-yl)-4-oxobutanoate C(C)(C)(C)OC(CCC(=O)C1=NN(C(=C1)C)C1OCCCC1)=O.OC1=CC=C(C=C1)[S+](C)C